2,6-dichloroquinoxaline ClC1=NC2=CC=C(C=C2N=C1)Cl